C(C1=CN=CC=C1)(=O)OC[C@@H](C(NC1=CC=C2C=NN(C2=C1)C=1C=C(C=CC1)C)=O)NC(=O)OC(C)C (S)-2-((isopropoxycarbonyl) amino)-3-oxo-3-((1-(m-tolyl)-1H-indazol-6-yl)amino)propyl nicotinate